(2S)-2-((2-((1-methoxy-3,3-dimethyl-1,3-dihydroisobenzofuran-5-yl)amino)-5-(3-methyl-1,2,4-oxadiazol-5-yl)pyrimidin-4-yl)amino)-2-phenylethan-1-ol COC1OC(C2=CC(=CC=C12)NC1=NC=C(C(=N1)N[C@H](CO)C1=CC=CC=C1)C1=NC(=NO1)C)(C)C